C(#N)N1C[C@@H](C[C@H]1CF)C=1N=C(OC1)C(=O)N ((3R,5S)-1-cyano-5-(fluoromethyl)-pyrrolidin-3-yl)oxazole-2-carboxamide